2-hydroxy-4-fluorobenzyl alcohol OC1=C(CO)C=CC(=C1)F